N-benzyl-2-methyl-1,3-benzoxazole C(C1=CC=CC=C1)N1C(OC2=C1C=CC=C2)C